CN(C1=CC=C(N=N1)C=1C=C2C=C(C=NC2=CC1O)C1CCOCC1)C1CC(NC(C1)(C)C)(C)C 6-(6-(methyl-(2,2,6,6-tetramethylpiperidin-4-yl)amino)pyridazin-3-yl)-3-(tetrahydro-2H-pyran-4-yl)quinolin-7-ol